N-isopropyl-N'-(3-(sec-butyl)amino-1,2,3,4-tetrahydro-9H-carbazol-6-yl)thiourea acetate C(C)(=O)O.C(C)(C)NC(=S)NC=1C=C2C=3CC(CCC3NC2=CC1)NC(C)CC